BrC1=CC2=C(OCCN2C(=O)OC(C)(C)C)C=C1 Tert-butyl 6-bromo-2H-benzo[b][1,4]oxazine-4(3H)-carboxylate